hydroxy-4-(1-propenyl)phenol benzoate C(C1=CC=CC=C1)(=O)OC1=C(C=C(C=C1)C=CC)O